BrC1=CC2=C(N(N=C2C=C1)C(C)C)COC1=C(C=CC(=C1)C)CC(=O)OCC ethyl 2-(2-((5-bromo-2-isopropyl-2H-indazol-3-yl)methoxy)-4-methylphenyl)acetate